(S)-tert-Butyl 5-((2'-((2-(3-hydroxypyrrolidin-1-yl)-2-oxoethyl)amino)-[2,4'-bipyrimidin]-4-yl)ethynyl)-1H-indazole-1-carboxylate O[C@@H]1CN(CC1)C(CNC1=NC=CC(=N1)C1=NC=CC(=N1)C#CC=1C=C2C=NN(C2=CC1)C(=O)OC(C)(C)C)=O